C(CCC)OC(=O)C1=C(OP(=O)(OC2=C(C=CC=C2)C(=O)OCCCC)CC(CCC(=O)O)C(=O)OC)C=CC=C1 4-({Bis[2-(butoxycarbonyl)phenoxy]phosphoryl}methyl)-5-methoxy-5-oxopentanoic acid